1-pentyl-1H-indol-2-yl(1-pentylpiperidin-4-yl)methanone C(CCCC)N1C(=CC2=CC=CC=C12)C(=O)C1CCN(CC1)CCCCC